NC1C2OC(C3CC(CCC3C3NCCCC3C(C3NN(CC3[C@H](CN1)C2)C)=O)F)C (R)-23-amino-17-fluoro-4-methyl-20-methyl-7-oxo-21-oxa-4,5,12,24-tetraazapentacyclo[20.3.1.02,6.08,13.014,19]hexacosane